4-(4-amino-7-bromo-2-{4-[(2-fluoroacrylamino)]-2-methylphenyl}-1-methylpyrrolo[3,2-c]pyridin-3-yl)-N-[(fluorocyclopropyl)methyl]-2-methoxybenzamide NC1=NC=C(C2=C1C(=C(N2C)C2=C(C=C(C=C2)NC(=O)C(=C)F)C)C2=CC(=C(C(=O)NCC1(CC1)F)C=C2)OC)Br